(R)-15-((tert-butyldimethylsilyl)oxy)-16,16-dimethyl-1-oxa-6-thia-9,13-diazacycloheptadecane-2,5,10,14-tetraone [Si](C)(C)(C(C)(C)C)O[C@H]1C(NCCC(NCCSC(CCC(OCC1(C)C)=O)=O)=O)=O